ClC=1C(N(C(=CC1OCC1=NC=C(C=C1F)F)C)C1=CC(=NC=C1C)C=1N=C(SC1)C(C(=O)N)(C)C)=O 2-(4-(3-chloro-4-((3,5-difluoropyridin-2-yl)methoxy)-5',6-dimethyl-2-oxo-2H-[1,4'-bipyridyl]-2'-yl)thiazol-2-yl)-2-methylpropionamide